(4S)-7-(2-(2-methylmorpholino)pyrimidin-5-yl)-4-phenyl-3,4-dihydro-1H-benzo[4,5]imidazo[2,1-c][1,4]oxazine CC1OCCN(C1)C1=NC=C(C=N1)C1=CC2=C(N=C3COC[C@@H](N32)C3=CC=CC=C3)C=C1